1-(4-methoxy-1H-indol-1-yl)-2,2-dimethylpropan-1-one COC1=C2C=CN(C2=CC=C1)C(C(C)(C)C)=O